2-((1r,4r)-4-(2-(2,4-dimethyloxazol-5-yl)imidazo[4,5-d]pyrrolo[2,3-b]pyridin-1(6H)-yl)cyclohexyl)acetonitrile CC=1OC(=C(N1)C)C1=NC=2C(=C3C(=NC2)NC=C3)N1C1CCC(CC1)CC#N